tert-butyl 3-(amino carbamothioyl)-3,8-diazabicyclo[3.2.1]octane-8-carboxylate NNC(=S)N1CC2CCC(C1)N2C(=O)OC(C)(C)C